[(1R)-5-bromo-2,3-dihydro-1H-inden-1-yl]-1-methyl-1H-pyrazole-5-carboxamide BrC=1C=C2CC[C@H](C2=CC1)C1=NN(C(=C1)C(=O)N)C